(3S)-N-cyclobutyl-3-({2-cyclopentyl-1-[2-(trifluoromethyl)phenyl]-1H-imidazol-4-yl}formamido)-5-(3,3-difluoropiperidin-1-yl)pentanamide C1(CCC1)NC(C[C@H](CCN1CC(CCC1)(F)F)NC(=O)C=1N=C(N(C1)C1=C(C=CC=C1)C(F)(F)F)C1CCCC1)=O